manganese aluminum boron [B].[Al].[Mn]